[Hf].[Zr] zirconium-hafnium salt